ClC1=C(C(=CC=C1)Cl)CCC=1C=C2CCC(C2=CC1C)=O 5-[2-(2,6-dichlorophenyl)ethyl]-6-methyl-indan-1-one